C(#N)/C(/C(=O)NCC1=CC(=CC=C1)C#N)=C\C1=CNC2=NC=CC=C21 (E)-2-cyano-N-(3-cyanobenzyl)-3-(1H-pyrrolo[2,3-b]pyridin-3-yl)acrylamide